3-(Methylcyclohexyl)aminopropan CC1(CCCCC1)NCCC